ClCC(=O)NC1(C(CCCC1)=O)C1=CC(=CC=C1)OC(F)(F)F 2-chloro-N-(2-oxo-1-(3-(trifluoromethoxy)phenyl)cyclohexyl)acetamide